(S)-3-(6-(4-(morpholinomethyl)benzyl)-2-oxo-benzo[cd]indol-1(2H)-yl)piperidine-2,6-dione O1CCN(CC1)CC1=CC=C(CC=2C=3C4=C(C(N(C4=CC2)[C@@H]2C(NC(CC2)=O)=O)=O)C=CC3)C=C1